N(=[N+]=[N-])CCOC[C@@]12C[C@H](N([C@H]2C1)C(CNC(=O)C=1C=CC=2C(C3=CC=CC=C3C2C1)(F)F)=O)C(=O)N[C@H](C)C=1SC=C(C1)C(N)=N (1S,3S,5R)-5-((2-azidoethoxy)methyl)-N-((R)-1-(4-carbamimidoylthiophen-2-yl)ethyl)-2-((9,9-difluoro-9H-fluorene-3-carbonyl)glycyl)-2-azabicyclo[3.1.0]hexane-3-carboxamide